3-(Imidazo[1,2-b]pyridazin-3-ylethynyl)-4-methyl-N-(1-oxo-1,2,3,4-tetrahydroisoquinolin-7-yl)benzamide N=1C=C(N2N=CC=CC21)C#CC=2C=C(C(=O)NC1=CC=C3CCNC(C3=C1)=O)C=CC2C